N,N-Bis(2-hydroxyethyl)tetradecanamide OCCN(C(CCCCCCCCCCCCC)=O)CCO